2'-n-propyl-4,4'-diaminobiphenyl C(CC)C1=C(C=CC(=C1)N)C1=CC=C(C=C1)N